2-methoxy-N-[(1s,4s)-4-{[2-(trifluoromethyl)quinolin-4-yl]amino}cyclohexyl]benzamide COC1=C(C(=O)NC2CCC(CC2)NC2=CC(=NC3=CC=CC=C23)C(F)(F)F)C=CC=C1